3-(3-((2-propylheptyl)oxy)propoxy)propan-1-ol C(CC)C(COCCCOCCCO)CCCCC